NC12[C@@H](OC(C1)(C2)C)C2=NC=1C(=NC=CC1C1CCN(CC1)C(=O)C1=C(C=C(C=C1)OC(F)(F)F)N)N2 [4-[2-[(3R)-4-amino-1-methyl-2-oxabicyclo[2.1.1]hexan-3-yl]-3H-imidazo[4,5-b]pyridin-7-yl]-1-piperidyl]-[2-amino-4-(trifluoromethoxy)phenyl]methanone